C(#N)C1=CC(=C(COC2=CC=CC(=N2)OC2CCN(CC2)CC2=NC3=C(N2C[C@H]2OCC2)C=C(C=C3)C(=O)OC)C=C1)F methyl (S)-2-((4-((6-((4-cyano-2-fluorobenzyl) oxy) pyridin-2-yl) oxy) piperidin-1-yl) methyl)-1-(oxetan-2-ylmethyl)-1H-benzo[d]imidazole-6-carboxylate